N-((R,Z)-4-(methylsulfonyl)but-3-en-2-yl)azepane-4-carboxamide CS(=O)(=O)\C=C/[C@@H](C)NC(=O)C1CCNCCC1